C(C1=C(C(=CC(=C1)CCCCCCCCC)C(C1=CC=CC=C1)C)O)C1=C(C(=CC(=C1)CCCCCCCCC)C(C1=CC=CC=C1)C)O 2,2'-methylenebis[6-(α-methyl-benzyl)-4-nonyl-phenol]